4-amino-5-[(4,4-difluoropiperidin-1-yl)methyl]pyrrolo[2,1-f][1,2,4]triazin-7-yl-N-[(3R,4S)-4-fluoro-1-(4,4,4-trifluoro-3-methylbutanoyl)pyrrolidin-3-yl]-2-methoxypyridine-3-carboxamide NC1=NC=NN2C1=C(C=C2C2=C(C(=NC=C2)OC)C(=O)N[C@@H]2CN(C[C@@H]2F)C(CC(C(F)(F)F)C)=O)CN2CCC(CC2)(F)F